(5'S,7a'R)-1-(3-methoxybenzene-1-carbonyl)-5'-phenyl-tetrahydro-3'H-spiro[piperidine-4,2'-pyrrolo[2,1-b][1,3]oxazol]-3'-one COC=1C=C(C=CC1)C(=O)N1CCC2(C(N3[C@H](O2)CC[C@H]3C3=CC=CC=C3)=O)CC1